(S)-3-(8-(2,6-dichloro-4-fluorophenyl)-3-fluoroquinolin-5-yl)-2-(2,6-difluorobenzoylamino)propionic acid tert-butyl ester C(C)(C)(C)OC([C@H](CC1=C2C=C(C=NC2=C(C=C1)C1=C(C=C(C=C1Cl)F)Cl)F)NC(C1=C(C=CC=C1F)F)=O)=O